CN1C(C2=C(C(=C1C)C)CN(C2)C(C[C@H]2[C@@H](C2)C=2C=NC=CC2)=O)=O 5,6,7-trimethyl-2-{[trans-2-(pyridin-3-yl)cyclopropyl]acetyl}-1,2,3,5-tetrahydro-4H-pyrrolo[3,4-c]pyridin-4-one